3-[1-[(3-aminophenyl)methyl]-2-tert-butoxy-2-oxoethyl]pyrrolidine-1-carboxylic acid tert-butyl ester C(C)(C)(C)OC(=O)N1CC(CC1)C(C(=O)OC(C)(C)C)CC1=CC(=CC=C1)N